N-(2-(2-methylpyridin-4-yl)-1H-pyrrolo[3,2-c]pyridin-6-yl)cyclopropanesulfonamide CC1=NC=CC(=C1)C1=CC=2C=NC(=CC2N1)NS(=O)(=O)C1CC1